FC1(CC(C1)(C)CC(=O)NC1=C(C=C(C=C1C)N1CC2=C(CCC1)C=C(C=C2)F)C)F 2-(3,3-Difluoro-1-methylcyclobutyl)-N-(4-(7-fluoro-1,3,4,5-tetrahydro-2H-benzo[c]azepine-2-yl)-2,6-dimethylphenyl)acetamide